FC1=C(C=CC(=C1)C=1C=NN(C1)C1OCCCC1)N1CC(N(C(C1)C)C(=O)N1CCCC1)C (4-(2-fluoro-4-(1-(tetrahydro-2H-pyran-2-yl)-1H-pyrazol-4-yl)phenyl)-2,6-dimethylpiperazin-1-yl)(pyrrolidin-1-yl)methanone